C(C1=CC=CC=C1)O[C@H](C(=O)N1C(OC[C@@H]1C1=CC=CC=C1)=S)[C@H](O)C1=CC(=C(C=C1)OCOC)OCOC (2S,3R)-2-(benzyloxy)-3-(3,4-bis(methoxymethoxy)phenyl)-3-hydroxy-1-((S)-4-phenyl-2-thioxooxazolidin-3-yl)propan-1-one